C(C)(C)[Si](C(C)C)(C(C)C)C#C (triisopropylsilyl)-acetylene